2-(azepan-1-yl)-N-(5-methoxy-3-pyridyl)-5-(trifluoromethyl)-pyridine-3-carboxamide N1(CCCCCC1)C1=NC=C(C=C1C(=O)NC=1C=NC=C(C1)OC)C(F)(F)F